ClC1=C(C=CC=C1)NC=1N=C(N=NC1C(=O)N)NC=1C=C2CCN(CC2=CC1OC)C ((2-chlorophenyl)amino)-3-((7-methoxy-2-methyl-1,2,3,4-tetrahydroisoquinolin-6-yl)amino)-1,2,4-triazine-6-carboxamide